FC1=CC=C(C(=N1)C)OC1=C(C(=O)NC2=CC(=CC=C2)[S@@](=O)N(C(CO)=O)C)C(=C(C=N1)C(F)(F)F)C (R)-2-((6-fluoro-2-methylpyridin-3-yl)oxy)-N-(3-(N-(2-hydroxyacetyl)-S-methylaminosulfinyl)phenyl)-4-methyl-5-(trifluoromethyl)nicotinamide